3-(5-Fluoro-3-methyl-2-oxo-4-piperazin-1-yl-benzimidazol-1-yl)piperidine-2,6-dione FC1=C(C2=C(N(C(N2C)=O)C2C(NC(CC2)=O)=O)C=C1)N1CCNCC1